decafluoropentyl-ammonium FC(C(C(C(F)(F)[NH3+])(F)F)(F)F)C(F)(F)F